FC(COCCCNC[C@@H]1OC2=C(C1)C(=C(C(=C2)O)N2CC(NS2(=O)=O)=O)F)F 5-[(2R)-2-({[3-(2,2-difluoroethoxy)propyl]amino}methyl)-4-fluoro-6-hydroxy-2,3-dihydro-1-benzofuran-5-yl]-1λ6,2,5-thiadiazolidine-1,1,3-trione